2-(1-methyl-1H-imidazol-2-yl)ethanol CN1C(=NC=C1)CCO